3-((4-chloro-2-methylphenyl)ethynyl)-N-(2-(2-cyano-4,4-difluoropyrrolidin-1-yl)-2-oxoethyl)isonicotinamide ClC1=CC(=C(C=C1)C#CC1=C(C(=O)NCC(=O)N2C(CC(C2)(F)F)C#N)C=CN=C1)C